6-bromo-1-ethyl-4-methyl-1,3-dihydro-2H-benzo[d]imidazol BrC=1C=C(C2=C(N(CN2)CC)C1)C